6-[6-(6-{[(3R,4S)-3-fluoro-2,2,6,6-tetramethylpiperidin-4-yl]oxy}pyridazin-3-yl)-5-hydroxypyridin-3-yl]-2-methylimidazo[1,2-a]pyridine-8-carbonitrile F[C@@H]1C(NC(C[C@@H]1OC1=CC=C(N=N1)C1=C(C=C(C=N1)C=1C=C(C=2N(C1)C=C(N2)C)C#N)O)(C)C)(C)C